C(C)N(C(C)C)C(C)C N-ethyl-N-isopropyl-2-Propylamine